2-(2,4-bis(trifluoromethyl)phenyl)-N-((5-(5-cyclopropylpyrimidin-2-yl)-1,3,4-oxadiazol-2-yl)methyl)-N-(4-fluorophenyl)acetamide FC(C1=C(C=CC(=C1)C(F)(F)F)CC(=O)N(C1=CC=C(C=C1)F)CC=1OC(=NN1)C1=NC=C(C=N1)C1CC1)(F)F